CS(=O)(=O)C=1C=C(C=CC1)S(=O)(=O)Cl 3-(methylsulfonyl)benzenesulfonyl chloride